FC=1C=C(C=C2C=CC=NC12)C(C)O 1-(8-fluoro-6-quinolinyl)ethanol